CC1N(CCCC1)[Si]1(O[Si](O[Si](O[Si](O1)(C)C)(C)C)(C)C)C 2-(2-methylpiperidino)-2,4,4,6,6,8,8-heptamethylcyclotetrasiloxane